ClC1=C(C=CC(=C1)S(NC=1N=CSC1)(=O)=O)N([C@@H]1CN(CC1)C(=O)OC(C)(C)C)C tert-butyl (S)-3-((2-chloro-4-(N-(thiazol-4-yl)sulfamoyl)phenyl)-(methyl)amino)pyrrolidine-1-carboxylate